BrC1=CC=NC2=C1OCCN2C(=O)OC(C)(C)C Tert-butyl 8-bromo-2,3-dihydro-4H-pyridino[3,2-b][1,4]oxazin-4-formate